BrC=1C=C(C(=NC1)F)OCOC 5-bromo-2-fluoro-3-(methoxymethoxy)pyridine